2-{6-Cyclopropyl-4-[2-(4-methyl-1,2,4-triazol-3-yl)phenyl]pyridin-2-yl}-6-({[(1-hydroxycyclobutyl)methyl]amino}methyl)-4-(trifluoromethyl)-3H-isoindol-1-one C1(CC1)C1=CC(=CC(=N1)N1C(C2=CC(=CC(=C2C1)C(F)(F)F)CNCC1(CCC1)O)=O)C1=C(C=CC=C1)C1=NN=CN1C